ClC=1C=C(C=C(C1)NS(=O)(=O)C)NC(=O)C=1SC(=C(C1)C1=NC=C(C=C1OCC1=CC(=CC(=C1)F)F)N1CC(C1)(F)F)C N-(3-chloro-5-methanesulfonamidophenyl)-4-[5-(3,3-difluoroazetidin-1-yl)-3-[(3,5-difluorophenyl)methoxy]pyridin-2-yl]-5-methylthiophene-2-carboxamide